5-(2-chloro-4-methoxyphenyl)-2-{[5-(trifluoromethyl)-1H-imidazo[4,5-b]pyridin-2-yl]methyl}imidazo[1,2-a]pyridine ClC1=C(C=CC(=C1)OC)C1=CC=CC=2N1C=C(N2)CC=2NC=1C(=NC(=CC1)C(F)(F)F)N2